CC1(CC2CCCCC2CC1)OC(=O)C1C2C3C4C=CC(C3C(C1)C2)C4 8-(2-methyldecahydronaphthalene-2-yloxycarbonyl)-tetracyclo[4.4.0.12,5.17,10]-3-dodecene